(2S,4R)-2-(2,5-difluorophenyl)-N-isopropylpiperidin-4-amine hydrochloride Cl.FC1=C(C=C(C=C1)F)[C@H]1NCC[C@H](C1)NC(C)C